(1-Aminocyclobutyl)-2-methyl-N-(1-(7-(thiazol-2-yl)quinolin-5-yl)cyclopropyl)benzamide NC1(CCC1)C=1C(=C(C(=O)NC2(CC2)C2=C3C=CC=NC3=CC(=C2)C=2SC=CN2)C=CC1)C